C(=O)(O)C1CC1 (1R,2R)-2-carboxycyclopropane